C12CCC(CC1)N2CC(=O)C2=C(N(C1=CC(=CC=C21)CC2COC2)C2=CC=C(C=C2)Cl)C 2-(7-azabicyclo[2.2.1]heptan-7-yl)-1-(1-(4-chlorophenyl)-2-methyl-6-(oxetan-3-ylmethyl)-1H-indol-3-yl)ethan-1-one